OC[C@H](C1=CC=CC=C1)NC1=NC=NC=C1C(=O)O.C1(=CC=C(C=C1)N(C1=CC=C(C=C1)C(C)(C)C1=CC=C(C=C1)N(C1=CC=C(C=C1)C)C1=CC=C(C=C1)C)C1=CC=C(C=C1)C)C 2,2-bis(4-di-p-tolylaminophenyl)propane 4-[[(1S)-2-hydroxy-1-phenyl-ethyl]amino]pyrimidine-5-carboxylate